FC1=C(N(C=C1)NC(NC(C(Cl)(Cl)Cl)=O)=O)C(=O)OCC ethyl 3-fluoro-1-{[(2,2,2-trichloroacetyl)carbamoyl]amino}pyrrole-2-carboxylate